FC1=CC2=C(CCO2)C=C1S(=O)(=O)N1CCC(CC1)C=1C(=CC=2N(N1)N=CN2)C 6-(1-((6-fluoro-2,3-dihydrobenzofuran-5-yl)sulfonyl)piperidin-4-yl)-7-methyl-[1,2,4]triazolo[1,5-b]pyridazine